N-(4-(4-amino-1-(tetrahydro-2H-pyran-4-yl)-1H-pyrazolo[3,4-d]pyrimidin-3-yl)phenyl)-5-(4-fluorophenyl)-1-(2-methoxyethyl)-4-oxo-1,4-dihydropyridazine-3-carboxamide NC1=C2C(=NC=N1)N(N=C2C2=CC=C(C=C2)NC(=O)C2=NN(C=C(C2=O)C2=CC=C(C=C2)F)CCOC)C2CCOCC2